ClC=1C(=NC(=NC1)NC1CCOCC1)C1=CC=C2CN(C(C2=C1)=O)CC(=O)NC(CO)(CC)C1=CC=CC=C1 2-(6-{5-chloro-2-[(oxacyclohex-4-yl)amino]pyrimidin-4-yl}-1-oxo-2,3-dihydro-1H-isoindol-2-yl)-N-(1-hydroxy-2-phenylbutan-2-yl)acetamide